(3-(2-(trans-4,4-difluoro-2-hydroxycyclopentylamino)-5-(trifluoromethyl)pyrimidin-4-yl)-1H-indole-7-yl)dimethylphosphine oxide FC1(C[C@H]([C@@H](C1)NC1=NC=C(C(=N1)C1=CNC2=C(C=CC=C12)P(C)(C)=O)C(F)(F)F)O)F